hydroxy-1-{4-[4-(2-hydroxy-2-methyl-propionyl)-benzyl]phenyl}-2-methyl-propan-1-one OC(C(=O)C1=CC=C(C=C1)CC1=CC=C(C=C1)C(C(C)(C)O)=O)(C)C